6-{[(1R)-1-(4-chlorophenyl)-7-fluoro-1-[(cis-3-hydroxycyclobutyl)methoxy]-5-(2-hydroxypropan-2-yl)-3-oxo-2,3-dihydro-1H-isoindol-2-yl]methyl}pyridine-3-carbonitrile ClC1=CC=C(C=C1)[C@@]1(N(C(C2=CC(=CC(=C12)F)C(C)(C)O)=O)CC1=CC=C(C=N1)C#N)OC[C@@H]1C[C@@H](C1)O